(1R,3S,5R)-2-(2-(4-amino-6-(pyridin-3-yl)-9H-pyrido[2',3':4,5]pyrrolo[2,3-d]pyrimidin-9-yl)acetyl)-N-(6-bromopyridin-2-yl)-2-azabicyclo[3.1.0]hexane-3-carboxamide NC=1C2=C(N=CN1)N(C1=C2N=C(C=C1)C=1C=NC=CC1)CC(=O)N1[C@@H]2C[C@@H]2C[C@H]1C(=O)NC1=NC(=CC=C1)Br